bromospiro(thioxanthene-9,9'-xanthene) BrC1=CC=CC=2OC3=CC=CC=C3C3(C12)C1=CC=CC=C1SC=1C=CC=CC13